N-((4-(3-cyclopropyl-1,2,4-oxadiazol-5-yl)bicyclo[2.2.2]octan-1-yl)methyl)-N-(3'-methoxy-[1,1'-biphenyl]-3-yl)cyclohexanecarboxamide C1(CC1)C1=NOC(=N1)C12CCC(CC1)(CC2)CN(C(=O)C2CCCCC2)C=2C=C(C=CC2)C2=CC(=CC=C2)OC